tert-butyl (2R,5S)-5-((R)-1-(2-(benzyl oxy)benzamido)-2-hydroxy ethyl)-1-methylpyrrolidine-2-carboxylate C(C1=CC=CC=C1)OC1=C(C(=O)N[C@@H](CO)[C@@H]2CC[C@@H](N2C)C(=O)OC(C)(C)C)C=CC=C1